N(=[N+]=[N-])CCCCCC(=O)NC(COCCC(=O)OC(C)(C)C)COCCC(=O)OC(C)(C)C di-tert-butyl 3,3'-((2-(6-azidohexanamido)propane-1,3-diyl)bis(oxy))dipropionate